2-((R)- or (S)-2,2-Difluoro-1-methyl-ethyl)-5-[1-(2-fluoro-6-methyl-phenyl)-piperidin-4-yl]-7-(2-trifluoromethyl-benzyl)-2,4,5,7-tetrahydro-pyrazolo[3,4-d]pyrimidin-6-one FC([C@@H](C)N1N=C2N(C(N(CC2=C1)C1CCN(CC1)C1=C(C=CC=C1C)F)=O)CC1=C(C=CC=C1)C(F)(F)F)F |o1:2|